C(CCCC)C1=CC=CC=C1 1-pentyl-benzene